14-chloro-4-fluoro-15-hydroxy-21-(3-methoxyazetidin-1-yl)-17,17-dioxo-10-oxa-17λ6-thia-18-azatetracyclo[17.3.1.112,16.02,7]tetracosa-1(23),2(7),3,5,12,14,16(24),19,21-nonaen-11-one ClC=1C=C2C(OCCC=3C=CC(=CC3C=3C=C(C=C(NS(C(C1O)=C2)(=O)=O)C3)N3CC(C3)OC)F)=O